3-isopropyl-5,5-dimethyl-pyrrolidin-2-one C(C)(C)C1C(NC(C1)(C)C)=O